C(CC)N(CCC)C(N(CCC)CCC)[SiH2]C1=CC=C(C=C1)C(=C)C bis(dipropylamino)methyl-(4-isopropenylphenyl)silane